NC1=NC=C2N(C(N(C2=N1)[C@@H]1O[C@@H]([C@@H]([C@H]1O)F)[C@H](CC)O)=O)C=C=C 2-Amino-9-((2R,3S,4R,5R)-4-fluoro-3-hydroxy-5-((S)-1-hydroxypropyl)tetrahydrofuran-2-yl)-7-(propa-1,2-dien-1-yl)-7,9-dihydro-8H-purin-8-one